N2-tert-butyl-N8-(3,4-dichlorophenyl)-9-(1-methylpiperidin-4-yl)-9H-purine-2,8-diamine C(C)(C)(C)NC1=NC=C2N=C(N(C2=N1)C1CCN(CC1)C)NC1=CC(=C(C=C1)Cl)Cl